Butyl (E)-(amino(methylthio)methylene)carbamate N/C(/SC)=N\C(OCCCC)=O